C(C)(C)OC1=C(C=CC(=C1)B1OC(C(O1)(C)C)(C)C)NC(C)=O N-(2-isopropoxy-4-(4,4,5,5-tetramethyl-1,3,2-dioxaborolan-2-yl)phenyl)acetamide